C(C1=CC=CC=C1)OC1=NN(C=C1)C1=NC=CN=C1 2-[3-(benzyloxy)-1H-pyrazol-1-yl]Pyrazine